methyl 3-((tert-butoxycarbonyl)amino)-2-(((tert-butoxycarbonyl)amino)methyl)propanoate C(C)(C)(C)OC(=O)NCC(C(=O)OC)CNC(=O)OC(C)(C)C